1-octylnonyl 8-[3-[2-[2-[2-[2-[3-(4-methylpiperazin-1-yl)propanoyloxy]ethoxy]ethoxy]ethoxy]ethoxy]-2-[8-(1-octylnonoxy)-8-oxo-octoxy]propoxy]octanoate CN1CCN(CC1)CCC(=O)OCCOCCOCCOCCOCC(COCCCCCCCC(=O)OC(CCCCCCCC)CCCCCCCC)OCCCCCCCC(=O)OC(CCCCCCCC)CCCCCCCC